O=C1NC(CCC1N1C(N(C2=C1C=CC(=C2)C=2C=CC(=NC2)N2CCC1(CN(C1)C(=O)OC(C)(C)C)CC2)C)=O)=O tert-butyl 7-(5-(1-(2,6-dioxopiperidin-3-yl)-3-methyl-2-oxo-2,3-dihydro-1H-benzo[d]imidazol-5-yl) pyridin-2-yl)-2,7-diazaspiro[3.5]nonane-2-carboxylate